C(C)C1=NC=CC=C1C1=NC=C2N(C(N(C2=N1)CC1=CC=C(C=C1)C=1N(C=C(N1)C(F)(F)F)C)=O)C 2-(2-ethylpyridin-3-yl)-7-methyl-9-(4-(1-methyl-4-(trifluoromethyl)-1H-imidazol-2-yl)benzyl)-7,9-dihydro-8H-purin-8-one